1-(4-(benzoxazol-2-yl)phenyl)-3-(4-tert-butyl-styryl)-5-(4-tert-butyl-phenyl)-pyrazoline O1C(=NC2=C1C=CC=C2)C2=CC=C(C=C2)N2NC(=CC2C2=CC=C(C=C2)C(C)(C)C)C=CC2=CC=C(C=C2)C(C)(C)C